C(C)OC(\C=C(\CC(OCC)OCC)/C(F)(F)F)=O Z-5,5-diethoxy-3-trifluoromethyl-pent-2-enoic acid ethyl ester